(2S,4S)-4-fluoro-1-[2-[(3R)-3-[(4-methoxy-6-quinolyl)amino]pyrrolidin-1-yl]acetyl]pyrrolidine-2-carbonitrile F[C@H]1C[C@H](N(C1)C(CN1C[C@@H](CC1)NC=1C=C2C(=CC=NC2=CC1)OC)=O)C#N